FC=1C=C(C=NC1)C=1C=C(C=CC1C(F)(F)F)NC(=O)N1C2CC(CC1C2)C cis-N-(3-(5-fluoropyridin-3-yl)-4-(trifluoromethyl)phenyl)-3-methyl-6-azabicyclo[3.1.1]heptane-6-carboxamide